C(C)(C)(C)C1C=2C=C(C(N(C2C2=C(C1)N1C(=N2)C(=CC(=C1)OC)OC(F)F)CC1=C(C=C(C=C1)OC)OC)=O)C(=O)O 5-(tert-butyl)-11-(difluoromethoxy)-1-(2,4-dimethoxybenzyl)-9-methoxy-2-oxo-1,2,5,6-tetrahydropyrido[2',1':2,3]imidazo[4,5-h]quinoline-3-carboxylic acid